1-(4-(3-(4-amino-2-butyl-1-(3-hydroxy-2-(hydroxymethyl)-2-methylpropyl)-1H-imidazo[4,5-c]quinolin-7-yl)propyl)piperazin-1-yl)oct-7-yn-1-one NC1=NC=2C=C(C=CC2C2=C1N=C(N2CC(CO)(C)CO)CCCC)CCCN2CCN(CC2)C(CCCCCC#C)=O